N1=C(C=CC=C1)C1=C2C=CC(=NC2=CC=C1)C(=O)O 5-(pyridin-2-yl)quinoline-2-carboxylic acid